8-Amino-N-(1-azabicyclo[2.2.1]heptan-4-yl)-3-(2-methyl-5-(1,1,1-trifluoro-2-hydroxypropan-2-yl)phenyl)imidazo[1,2-a]pyrazine-6-carboxamide trifluoroacetate salt FC(C(=O)O)(F)F.NC=1C=2N(C=C(N1)C(=O)NC13CCN(CC1)C3)C(=CN2)C2=C(C=CC(=C2)C(C(F)(F)F)(C)O)C